2,6-dinitro-p-tert-butylchlorobenzene [N+](=O)([O-])C1=C(C(=CC(=C1)C(C)(C)C)[N+](=O)[O-])Cl